N-(2,5-dichlorobenzoyl)-3-(4-trifluoromethylphenyl)propionamido-D-leucine borate B(O)(O)O.ClC1=C(C(=O)N([C@H](CC(C)C)C(=O)O)NC(CCC2=CC=C(C=C2)C(F)(F)F)=O)C=C(C=C1)Cl